p-toluenesulfinic acid ammonium salt [NH4+].CC1=CC=C(C=C1)S(=O)[O-]